1-tridecylamine C(CCCCCCCCCCCC)N